phenyl(phenylpyridinyl)quinoline C1(=CC=CC=C1)C=1C(=NC2=CC=CC=C2C1)C1=NC=CC=C1C1=CC=CC=C1